NC1=C2C(=NC=N1)N(N=C2C=2NC1=CC=C(C=C1C2)O)CC=2C=C1CCN(CC1=CC2)C(=O)OCCCC butyl 6-((4-amino-3-(5-hydroxy-1H-indol-2-yl)-1H-pyrazolo[3,4-d]pyrimidin-1-yl)methyl)-3,4-dihydroisoquinoline-2(1H)-carboxylate